(2-(3,6-Dimethoxy-9H-carbazol-9-yl)ethyl)phosphonic acid COC=1C=CC=2N(C3=CC=C(C=C3C2C1)OC)CCP(O)(O)=O